fluoro-butyl-ethyl-triethoxysilane FC(C)(O[Si](OCC)(OCC)CC)CCCC